1,2,3,6,7,8-hexachlorodibenzofuran ClC1=C(C(=CC=2OC3=C(C21)C=C(C(=C3Cl)Cl)Cl)Cl)Cl